tert-butyl N2-(adamantane-1-carbonyl)-N6-((benzyloxy) carbonyl)-L-lysinate C12(CC3CC(CC(C1)C3)C2)C(=O)N[C@@H](CCCCNC(=O)OCC2=CC=CC=C2)C(=O)OC(C)(C)C